COC=1C=C(C=CC1C(=O)N1CCN(CC1)C)NC1=NC=C(C(=N1)NN1C(OC2=C1C=CC=C2)=O)C (2-(3-methoxy-4-(4-methylpiperazine-1-carbonyl)phenylamino)-5-methylpyrimidin-4-ylamino)benzo[d]oxazol-2(3H)-one